CIS-N-(4-AMINOCYCLOHEXYL)-4-METHOXY-BENZAMIDE N[C@H]1CC[C@H](CC1)NC(C1=CC=C(C=C1)OC)=O